(Oxazol-2-yl)-N-((1,4,4-Trimethylpyrrolidin-2-yl)methyl)pyrazine O1C(=NC=C1)C1N(C=CN=C1)CC1N(CC(C1)(C)C)C